4-[[3-[4-(difluoro-methoxy)phenyl]imidazo[1,2-a]pyrazin-8-yl]amino]-2-methyl-N-[2-[2-[(2-piperazin-1-ylacetyl)amino]ethoxy]ethyl]benzamide FC(OC1=CC=C(C=C1)C1=CN=C2N1C=CN=C2NC2=CC(=C(C(=O)NCCOCCNC(CN1CCNCC1)=O)C=C2)C)F